{5-(iminomethyl)furan-2-yl}methanamine N=CC1=CC=C(O1)CN